COC1CCN(CC1)C1=NC=CC(=N1)NC=1N=CC2=C(C=CC(=C2C1)[C@H]1N(CCCCC1)C(C=C)=O)N1[C@@H]([C@H](C1)CS(=O)(=O)C)C 1-((S)-2-(3-((2-(4-methoxypiperidin-1-yl)pyrimidin-4-yl)amino)-8-((2R,3S)-2-methyl-3-((methylsulfonyl)methyl)azetidin-1-yl)isoquinolin-5-yl)azepan-1-yl)prop-2-en-1-one